CC=1C=C(C=CC1)C(C)C1=C(C=C(O)C=C1)O 4-[1-(3-methylphenyl)ethyl]resorcinol